(2R,3S,4R,5R)-2-(6-Benzamido-9H-purin-9-yl)-5-((bis(4-methoxyphenyl) (phenyl)methoxy)methyl)-4-fluorotetrahydrofuran-3-yl hydrogen phosphonate P(O[C@H]1[C@@H](O[C@@H]([C@H]1F)COC(C1=CC=CC=C1)(C1=CC=C(C=C1)OC)C1=CC=C(C=C1)OC)N1C2=NC=NC(=C2N=C1)NC(C1=CC=CC=C1)=O)(O)=O